CC1=CC=2N(C=C1)C(=C(N2)C=2C=NC(=CC2C)N2N=CC=C2)C[C@H]2CNCCO2 (S)-2-((7-methyl-2-(4-methyl-6-(1H-pyrazol-1-yl)pyridin-3-yl)imidazo[1,2-a]pyridin-3-yl)methyl)morpholine